tert-butyl N-[(2R)-1-{3-bromo-5-chloro-7-iodofuro[3,2-b]pyridin-2-yl}pent-3-yn-2-yl]carbamate BrC1=C(OC=2C1=NC(=CC2I)Cl)C[C@H](C#CC)NC(OC(C)(C)C)=O